C1(CC1)C1=NNC(=N1)C1CC2(CN(C2)C(=O)N2CC3(C2)CC(C3)CC3=CC=C2C(=NNC2=C3)C(F)(F)F)C1 [6-(3-cyclopropyl-1H-1,2,4-triazol-5-yl)-2-azaspiro[3.3]heptan-2-yl]-[6-[[3-(trifluoromethyl)-1H-indazol-6-yl]methyl]-2-azaspiro[3.3]heptan-2-yl]methanone